O(P(OC)(=O)OP(=O)(O)[O-])C1OCCC1O 3-hydroxytetrahydrofuran-2-yl methyl hydrogen diphosphate